2-hydroxy-1-hexanesulfonic acid OC(CS(=O)(=O)O)CCCC